5-chloro-3-(4-methanesulfonyl-benzoylamino)benzofuran-2-carboxylic acid ClC=1C=CC2=C(C(=C(O2)C(=O)O)NC(C2=CC=C(C=C2)S(=O)(=O)C)=O)C1